Cl.FC(C1=CC=C2C(=N1)CCC2N)(F)F 2-(trifluoromethyl)-6,7-dihydro-5H-cyclopenta[b]pyridin-5-amine hydrochloride